ClC=1C(=NC(=C(C1)C#C)C1=C(C=C(C=C1)C(F)(F)F)Cl)C(=O)OC Methyl 3-chloro-6-(2-chloro-4-(trifluoromethyl) phenyl)-5-ethynylpicolinate